2-methoxy-6-morpholino-N-(3-(trifluoromethoxy)propyl)-1H-benzo[d]imidazole-1-carboxamide COC1=NC2=C(N1C(=O)NCCCOC(F)(F)F)C=C(C=C2)N2CCOCC2